[Cl-].C(CCCCC)OC=1C(=NSN1)C1=CCC[N+](C1)(COC(=O)C1CCOCC1)C 5-(4-(Hexyloxy)-1,2,5-thiadiazol-3-yl)-1-methyl-1-(((tetrahydro-2H-pyran-4-carbonyl)oxy)methyl)-1,2,3,6-tetrahydropyridin-1-ium chloride